OC=1C=C(C=NC1)C=1C=C(C=C(C1)OC(C)C)CN1CCNCC1 4-[[3-(5-Hydroxypyridin-3-yl)-5-propan-2-yloxyphenyl]methyl]piperazin